The molecule is a monocarboxylic acid amide obtained by formal condensation of the carboxy group of 3-isobutoxyphenoxyacetic acid with the amino group of 4-methoxyaniline. It has a role as an antifungal agent and a glycerophosphoinositol synthesis inhibitor. It is a monocarboxylic acid amide, an aromatic ether and an aromatic amide. It derives from a phenylacetic acid. CC(C)COC1=CC(=CC=C1)OCC(=O)NC2=CC=C(C=C2)OC